C(CCCCCCCCCCCCCCCCC)[Si](I)(C)C octadecyl-dimethyl-iodosilane